tert-butyl 5,7-difluoro-2-(4-fluorophenyl)indole-1-carboxylate FC=1C=C2C=C(N(C2=C(C1)F)C(=O)OC(C)(C)C)C1=CC=C(C=C1)F